[[butylhydroxyphosphinyl]methyl]glutaric acid C(CCC)P(=O)(O)CC(C(=O)O)CCC(=O)O